FC=1C(=NC(=NC1)N1CCNCC1)N1CC(C1)C(=O)NC(C)(C)C1=CN=C2N1C=CC=C2 1-[5-fluoro-2-(piperazin-1-yl)pyrimidin-4-yl]-N-(2-{imidazo[1,2-a]pyridin-3-yl}propan-2-yl)azetidine-3-carboxamide